FC(C)=C(F)F 2,3,3-trifluoro-2-propene